2-cyclopentyl-6-hydroxy-3,4-dihydroisoquinolin-1-one C1(CCCC1)N1C(C2=CC=C(C=C2CC1)O)=O